BrC=1C=C(C=CC1F)NC(=NO)C=1C(=NON1)SC1CN(C1)C(=O)NC 3-({4-[N-(3-bromo-4-fluorophenyl)-N'-hydroxycarbamimidoyl]-1,2,5-oxadiazol-3-yl}sulfanyl)-N-methylazetidine-1-carboxamide